pyridin-1-carboxylic acid-2-methylpropane-2-yl ester CC(C)(C)OC(=O)N1CC=CC=C1